(3-Hydroxy-4-methoxypyrazolo[1,5-a]pyridin-5-yl)carbamic acid tert-butyl ester C(C)(C)(C)OC(NC1=C(C=2N(C=C1)N=CC2O)OC)=O